ClC1=C(OC2=CC(=C(C=C2)C(C(CN2N=CN=C2)(C)O)=O)C(F)(F)F)C=CC=C1 1-(4-(2-Chlorophenoxy)-2-(trifluoromethyl)phenyl)-2-hydroxy-2-methyl-3-(1H-1,2,4-triazol-1-yl)propan-1-one